F[C@@H]1CCN(C1)C (2S,4R)-4-fluoro-1-methylpyrrolidin